(S)-5-amino-8-chloro-N-(cyclopropylmethyl)-N-(6-(trifluoromethyl)-2,3-dihydrofuro[2,3-b]pyridin-3-yl)benzo[c][2,6]naphthyridin-9-carboxamide NC1=NC2=C(C3=CN=CC=C13)C=C(C(=C2)Cl)C(=O)N([C@@H]2COC1=NC(=CC=C12)C(F)(F)F)CC1CC1